CC=1C=C2C(C=C(OC2=C(C1)C(C)NC1=C(C(=O)O)C=CC=C1)C=1C=NN2C1N=CC=C2)=O 2-[1-(6-Methyl-4-oxo-2-pyrazolo[1,5-a]pyrimidin-3-yl-chromen-8-yl)ethylamino]benzoic acid